C(#N)C1=CC(=C(C=C1)CON1N=C(C=C1)C1CCN(CC1)CC=1N(C2=C(N1)C=CC(=C2)C(=O)OC)CC2=CN=CO2)F methyl 2-[[4-[1-[(4-cyano-2-fluoro-phenyl)methoxy]pyrazol-3-yl]-1-piperidyl]methyl]-3-(oxazol-5-ylmethyl)benzimidazole-5-carboxylate